ClC1=CC=C(C=C1)C1(CC(C1)CF)C(=O)O Z-1-(4-chlorophenyl)-3-(fluoromethyl)-cyclobutanecarboxylic acid